FC(C(=O)O)(F)F.C1(CC1)[C@H](C)N1C(C2=C(C=C(C=C2C1)C1=CC(=NC=C1)C=1NC(=C(N1)C)C(=O)N(C)C(C)C)S(=O)(=O)C)=O (S)-2-(4-(2-(1-Cyclopropylethyl)-7-(methylsulfonyl)-1-oxoisoindolin-5-yl)pyridin-2-yl)-N-isopropyl-N,4-dimethyl-1H-imidazole-5-carboxamide, trifluoroacetate salt